C(C1=CC=CC=C1)OC1=C2CC(N(CC2=CC=C1OC)C1=NC=NC2=CC=CC=C12)C(=O)O 5-(benzyloxy)-6-methoxy-2-(quinazolin-4-yl)-1,2,3,4-tetrahydroisoquinoline-3-carboxylic acid